ClC1=C(C=C2CN(C(C2=C1)=O)C1C(NC(CC1)=O)=O)N1CCC(CC1)C=O 1-(6-chloro-2-(2,6-dioxopiperidin-3-yl)-1-oxoisoindolin-5-yl)piperidine-4-carbaldehyde